CC1=CC2=C(N=C(S2)C(C(=O)N)SC=2N(C(C3=C(N2)CCS3)=O)C3=CC=CC=C3)C=C1 (6-Methyl-2-benzothiazolyl)-2-[(3,4,6,7-tetrahydro-4-oxo-3-phenylthieno[3,2-d]pyrimidin-2-yl)thio]-acetamide